C(CCCCCCC)(=O)O.C(CCCCCCCCCCCCCCC)NCCCN n-hexadecyl-trimethylenediamine octanoic acid salt